1,5-diallyl-naphthalene C(C=C)C1=CC=CC2=C(C=CC=C12)CC=C